FC(C1=NC(=NO1)C1=CC=C(C=C1)NC(OC(C)(C)C)=O)(F)F Tert-butyl (4-(5-(trifluoromethyl)-1,2,4-oxadiazol-3-yl)phenyl)carbamate